FC1=CC=2CC(N3C(C2C=C1)=C1C=CC=CC1=N3)(NC3=CC=CC=C3)C(F)(F)F 3-Fluoro-N-phenyl-6-(trifluoromethyl)-5,6-dihydroindazolo[3,2-a]isoquinolin-6-amine